BrC=1C=C2C(=CNC(C2=CC1)=O)C(=C)C 6-bromo-4-(prop-1-en-2-yl)isoquinolin-1(2H)-one